Methyl 4-((3-(difluoromethoxy) phenyl) amino)-3-fluoro-5-nitrobenzoate FC(OC=1C=C(C=CC1)NC1=C(C=C(C(=O)OC)C=C1[N+](=O)[O-])F)F